ClC=1C=CC=C2C=CC=C(C12)N1CC=2N=CN=C(C2CC1)N1CCC1 1-(7-(8-chloronaphthalen-1-yl)-5,6,7,8-tetrahydropyrido[3,4-d]pyrimidin-4-yl)azetidin